3-hydroxy-1-oxo-2,3-dihydro-1H-isoindol OC1NC(C2=CC=CC=C12)=O